3-(3-(1H-indol-6-yl)ureido)-3-(4-benzyl-3,4-dihydro-2H-benzo[b][1,4]thiazin-6-yl)-N-(2-hydroxyethyl)propionamide N1C=CC2=CC=C(C=C12)NC(NC(CC(=O)NCCO)C1=CC2=C(SCCN2CC2=CC=CC=C2)C=C1)=O